Cl.ClC1=C(C(=O)N2CCN(CC2)C(C)=O)C=CC(=C1)NC1CN(C1)C1CCNCC1 1-(4-(2-chloro-4-(1-(piperidin-4-yl)azetidin-3-ylamino)benzoyl)piperazin-1-yl)ethanone hydrochloride